2-bromo-7-(1H-pyrazol-1-yl)pyrazolo[1,5-a]pyrimidine-5-carboxylic acid lithium salt [Li+].BrC1=NN2C(N=C(C=C2N2N=CC=C2)C(=O)[O-])=C1